N-nonyl-N',N'-dihexylurea C(CCCCCCCC)NC(=O)N(CCCCCC)CCCCCC